C(C)OC(CCCCCCN1C(N\C(\C1=O)=C/C1=C(C=CC=C1)OC)=O)=O (Z)-7-(4-(2-methoxybenzylidene)-2,5-dioxo-imidazolidin-1-yl)heptanoic acid ethyl ester